O1CCC(CC1)OCCOC1=CC=C(OC2=CC(=CC=3N2C=NC3)C=3SC=NN3)C=C1 2-[5-[4-(2-tetrahydropyran-4-yloxyethoxy)phenoxy]imidazo[1,5-a]pyridin-7-yl]-1,3,4-thiadiazole